3-chloro-5-((2,3-dichloro-phenylimino)meth-yl)phenyl 3-methylbenzoate CC=1C=C(C(=O)OC2=CC(=CC(=C2)C=NC2=C(C(=CC=C2)Cl)Cl)Cl)C=CC1